C(CCCCCC(C)C)OC(C)COC(C)COC(C)CO tripropylene glycol mono-isononyl ether